C(C)(=O)O[C@H]1CC[C@@]2(C3CC[C@@]4(C(=C(CC4C3CC=C2C1)C=O)N1C=NC(=C1)C(=O)OCC)C)C Ethyl 1-((3S,10R,13S)-3-acetoxy-16-formyl-10,13-dimethyl-2,3,4,7,8,9,10,11,12,13,14,15-dodecahydro-1H-cyclopenta[a]phenanthren-17-yl)-1H-imidazole-4-carboxylate